5-((4-(piperidin-4-yl)phenyl)amino)-1,2,4-triazin-6-carboxamide N1CCC(CC1)C1=CC=C(C=C1)NC=1N=CN=NC1C(=O)N